ClC=1C=NC(=C(C(=O)NC2CCC(CC2)CN2C(N(C3=C2C=CC=C3)C3=C(C=NC=C3)C)=O)C1)C 5-chloro-2-methyl-N-((1r,4r)-4-((3-(3-methylpyridin-4-yl)-2-oxo-2,3-dihydro-1H-benzo[d]imidazol-1-yl)methyl)cyclohexyl)nicotinamide